FC(C1=CC2=C(OCC3=C(N2CCCN(C(=O)OC(C)(C)C)C(=O)[O-])C=CC=C3)C=C1)(F)F tert-butyl [3-(7-(trifluoromethyl)-dibenzo[b,e][1,4]oxazepin-5(11H)-yl)propyl]imidodicarbonate